C(C)(C)(C)OC(=O)C1=NC=C(C=C1Cl)C1(CC1)C#N 3-chloro-5-(1-cyanocyclopropyl)pyridine-2-carboxylic acid tert-butyl ester